C(#C)[C@]1(C(N([C@H]2C[C@@H]12)C)=O)O (1S,4R,5R)-4-Ethynyl-4-hydroxy-2-methyl-2-azabicyclo[3.1.0]hexan-3-one